3-[3-fluoro-4-[4-[1-(2-hydroxyacetyl)-4-piperidyl]piperazin-1-yl]anilino]piperidine-2,6-dione FC=1C=C(NC2C(NC(CC2)=O)=O)C=CC1N1CCN(CC1)C1CCN(CC1)C(CO)=O